9-isopropyl-N-(5-(4-methylpiperazin-1-yl)pyridin-2-yl)isoxazolo[5,4-H]quinazolin-2-amine C(C)(C)C1=NOC2=CC=C3C=NC(=NC3=C21)NC2=NC=C(C=C2)N2CCN(CC2)C